O=C1NC(CCC1N1C(C2=CC=CC(=C2C1=O)CC1=C(C(=C(C(=O)N)C=C1)O)O)=O)=O ((2-(2,6-dioxopiperidin-3-yl)-1,3-dioxoisoindolin-4-yl)methyl)-2,3-dihydroxybenzamide